ClC=1C=C2C=NN(C2=C(C1)C(=O)O)CC1=NC=C(N=C1)C1=CC(=NC=C1)OC 5-chloro-1-((5-(2-methoxypyridin-4-yl)pyrazine-2-yl)methyl)-1H-indazole-7-carboxylic acid